[N+](=O)([O-])N=C1N=CN=N1 5-nitroimino-1,2,4-triazole